(6R)-17-amino-12-[[2-fluoro-4-(trifluoromethoxy)phenyl]methyl]-6-hydroxy-6,15-bis(trifluoromethyl)-19-oxa-3,4,12,18-tetrazatricyclo[12.3.1.12,5]nonadeca-1(18),2,4,14,16-pentaen-13-one NC1=CC(=C2C(N(CCCCC[C@@](C3=NN=C(C1=N2)O3)(C(F)(F)F)O)CC3=C(C=C(C=C3)OC(F)(F)F)F)=O)C(F)(F)F